5,9-dibromo-7,7-dimethyl-7H-benzo[c]fluorene BrC1=CC=2C(C=3C=C(C=CC3C2C2=C1C=CC=C2)Br)(C)C